BrC=1C(=NN(C1)C1CCN(CC1)C(=O)OC(C)(C)C)OC1=CC=C(C=C1)OC(F)(F)F tert-butyl 4-[4-bromo-3-[4-(trifluoromethoxy)phenoxy]pyrazol-1-yl]piperidine-1-carboxylate